21-[4-[2-(diethylamino)-6-(1-pyrrolidinyl)-4-pyrimidinyl]-1-piperazinyl]-17α-hydroxypregna-4,9(11)-diene-3,20-dione C(C)N(C1=NC(=CC(=N1)N1CCN(CC1)CC([C@]1(CC[C@H]2[C@@H]3CCC4=CC(CC[C@]4(C)C3=CC[C@]12C)=O)O)=O)N1CCCC1)CC